tert-butyl (5-((2-((6-(dimethylamino)pyridazin-3-yl)carbamoyl)-5-(methylamino)phenyl)amino)pentyl)carbamate CN(C1=CC=C(N=N1)NC(=O)C1=C(C=C(C=C1)NC)NCCCCCNC(OC(C)(C)C)=O)C